1-benzyloxy-2,3-dimethoxy-5-[(E)-2-nitrovinyl]benzene C(C1=CC=CC=C1)OC1=C(C(=CC(=C1)\C=C\[N+](=O)[O-])OC)OC